2-Ethyl-N-(2-ethylhexyl)-N-(3-phenylbut-3-en-1-yl)hexan-1-amine C(C)C(CN(CCC(=C)C1=CC=CC=C1)CC(CCCC)CC)CCCC